N-(1-benzyl-4-(3,5-difluorophenyl)piperidin-4-yl)-4-(trifluoromethoxy)benzenesulfonamide C(C1=CC=CC=C1)N1CCC(CC1)(C1=CC(=CC(=C1)F)F)NS(=O)(=O)C1=CC=C(C=C1)OC(F)(F)F